2-(2-Fluoro-5-nitrophenyl)pyridine FC1=C(C=C(C=C1)[N+](=O)[O-])C1=NC=CC=C1